1-[4-chloro-3-(trifluoromethyl)phenyl]-3-{2-[(2,6-difluorophenyl)diazenyl]phenyl}urea ClC1=C(C=C(C=C1)NC(=O)NC1=C(C=CC=C1)N=NC1=C(C=CC=C1F)F)C(F)(F)F